2-hydroxyheptadecane-1,2,3-tricarboxylic acid di(2-ethylhexyl)1-(N,N'-di(2-ethylhexyl)amino)-1-ethylphosphonate C(C)C(CC(C(N(CC(CCCC)CC)CC(CCCC)CC)P(O)(O)=O)CC(CCCC)CC)CCCC.OC(CC(=O)O)(C(CCCCCCCCCCCCCC)C(=O)O)C(=O)O